trans-3-[(6-methylpyridin-3-yl)oxy]cyclobutane dihydrochloride Cl.Cl.CC1=CC=C(C=N1)OC1CCC1